p-ethyl-phenylboronic acid C(C)C1=CC=C(C=C1)B(O)O